tertiary butyl-N-ethylglycinamide C(C)(C)(C)NCC(=O)NCC